1-fluoro-5-[4-[(3S)-1-(3-fluoropropyl)pyrrolidin-3-yl]oxyphenyl]-6-[2-methyl-4-(trifluoro-methyl)phenyl]-8,9-dihydro-7H-benzo[7]annulen-2-ol FC1=C(C=CC2=C1CCCC(=C2C2=CC=C(C=C2)O[C@@H]2CN(CC2)CCCF)C2=C(C=C(C=C2)C(F)(F)F)C)O